3-{2-[4-(2-cyclobutoxy-pyridin-3-yl)-2,6-difluoro-phenyl]-cyclopropyl}-propanoic acid C1(CCC1)OC1=NC=CC=C1C1=CC(=C(C(=C1)F)C1C(C1)CCC(=O)O)F